C(C)(C)(C)OC(=O)N1CCN(C2=CC=CC=C12)C1=CC2=C(N=C(N=C2)NC=2C=NN(C2)CCO)N(C1=O)C 4-[2-[[1-(2-Hydroxyethyl)pyrazol-4-yl]amino]-8-methyl-7-oxo-pyrido[2,3-d]pyrimidin-6-yl]-2,3-dihydroquinoxaline-1-carboxylic acid tert-butyl ester